CC(CO)(COC1=CC=CC=C1)O 2-methyl-3-phenoxy-1,2-propanediol